CC(=O)C.CC(=O)C.[Pd] Palladium diacetone